8-methoxy-6H-tribenzo[c,f,H]chromen-6-one COC1=CC(C=C2C3=C(C4=C5C(=COC4=C21)C=CC=C5)C=CC=C3)=O